COC1=C(C=CC=C1OC)C1=CN=CC(=N1)C1=CC(=CS1)NC(CCCC)=O N-(5-(6-(2,3-dimethoxyphenyl)pyrazin-2-yl)thiophen-3-yl)pentanamide